3-hydroxy-1-methylpyrrolidin-2-one trifluoroacetate salt FC(C(=O)O)(F)F.OC1C(N(CC1)C)=O